iron germanium telluride [Ge]=[Te].[Fe]